FC=1C=C(C=C(C1)C)C1=NC=C2C=CC=NC2=C1 7-(3-Fluoro-5-methylphenyl)-1,6-naphthyridine